tert-Butyl N-[(tert-butoxy)carbonyl]-N-[5-(1,2-oxazol-3-yl)pyridin-2-yl]carbamate C(C)(C)(C)OC(=O)N(C(OC(C)(C)C)=O)C1=NC=C(C=C1)C1=NOC=C1